COC1=NC=CC(=C1)C1=CC=CC=2N1N=CC2C=NS(=O)C(C)(C)C N-((7-(2-methoxypyridin-4-yl)pyrazolo[1,5-a]pyridin-3-yl)methylene)-2-methylpropan-2-sulfinamide